(3R,3aS)-1-chloro-3-cyclopentyl-3-methyltetrahydro-1H,3H-pyrrolo[1,2-c][1,3,2]oxazaphosphole ClP1O[C@]([C@H]2N1CCC2)(C)C2CCCC2